5-((((1R,4R)-2,2-Difluoro-4-((quinolin-8-ylmethyl)amino)cyclohexyl)amino)methyl)-1,3-dimethyl-1,3-dihydro-2H-benzo[d]imidazol-2-one FC1([C@@H](CC[C@H](C1)NCC=1C=CC=C2C=CC=NC12)NCC1=CC2=C(N(C(N2C)=O)C)C=C1)F